Cl.NCCCCCCCC1=CC2=C(N(C(N2C)=O)N2C(CCCC2=O)=O)C=C1 [5-(7-Aminoheptyl)-3-methyl-2-oxo-1,3-benzodiazol-1-yl]Piperidine-2,6-dione hydrochloride salt